COC1=CC=C(C=C1)C1=CC(=CC=C1)OC(F)(F)F 4'-Methoxy-3-(trifluoromethoxy)-1,1'-biphenyl